dicyclohexyl-[2-(2,4,6-triisopropylphenyl)phenyl]phosphine C1(CCCCC1)P(C1=C(C=CC=C1)C1=C(C=C(C=C1C(C)C)C(C)C)C(C)C)C1CCCCC1